CC1(OB(OC1(C)C)C(C1(CC(C1)=NNS(=O)(=O)C1=C(C=C(C=C1C)C)C)C(F)(F)F)B1OC(C(O1)(C)C)(C)C)C N'-(3-(bis(4,4,5,5-tetramethyl-1,3,2-dioxaborolan-2-yl)methyl)-3-(trifluoromethyl)cyclobutylidene)-2,4,6-trimethylbenzenesulfonohydrazide